NCCOC1=NC2=C(C=3C=C(C(=CC13)F)F)C(COC2)N(C(=O)NC2=CC(=C(C=C2)F)Cl)C 1-(6-(2-aminoethoxy)-8,9-difluoro-1,4-dihydro-2H-pyrano[3,4-c]isoquinolin-1-yl)-3-(3-chloro-4-fluorophenyl)-1-methylurea